C(#N)C=1C=CC=2N(C(N=C(C2N1)N1C[C@H](N(C[C@@H]1C)C(C(=O)NCCS(=O)(=O)C)C1=CC=C(C=C1)C(F)(F)F)CC)=O)C 2-((2r,5s)-4-(6-cyano-1-methyl-2-oxo-1,2-dihydropyrido[3,2-d]pyrimidin-4-yl)-2-ethyl-5-methylpiperazin-1-yl)-N-(2-(methylsulfonyl)ethyl)-2-(4-(trifluoromethyl)phenyl)acetamide